(1-(4-chloro-6-((3-(4-fluorophenyl)propyl)amino)-1,3,5-triazin-2-yl)piperidin-3-yl)methanone ClC1=NC(=NC(=N1)NCCCC1=CC=C(C=C1)F)N1CC(CCC1)C=O